C(C)(C)(C)OC(=O)N1CC=2N(CC1)C=CC2 1H,2H,3H,4H-pyrrolo[1,2-a]pyrazine-2-carboxylic acid tert-butyl ester